6-(3-chloro-4-(cyclopropylmethoxy)phenyl)-N-((2-morpholinopyridin-3-yl)methyl)pyridazine-4-carboxamide ClC=1C=C(C=CC1OCC1CC1)C1=CC(=CN=N1)C(=O)NCC=1C(=NC=CC1)N1CCOCC1